(4-(3,4-dichlorophenyl)-2-isopropylpiperazine-1-carbonyl)quinolin-2(1H)-one ClC=1C=C(C=CC1Cl)N1CC(N(CC1)C(=O)N1C(C=CC2=CC=CC=C12)=O)C(C)C